C(C)OC1=C(C=C(C=C1)S(=O)(=O)N1CCC(CC1)CC(C(=O)[O-])(C(=O)[O-])C)C1=NN2C(C(N1)=O)=C(N=C2CCC)C 2-((1-((4-ethoxy-3-(5-methyl-4-oxo-7-propyl-3,4-dihydroimidazo[5,1-f][1,2,4]triazin-2-yl) phenyl) sulfonyl) piperidin-4-yl) methyl)-2-methylmalonate